FC1(C(COC1)NC(N(C)CC1=C(C=NC=C1)OC)=O)F 3-(4,4-difluorotetrahydrofuran-3-yl)-1-[(3-methoxy-4-pyridyl)methyl]-1-methyl-urea